diethylene glycol monomethyl ether sodium salt [Na].COCCOCCO